OC[C@H]1O[C@@]2(CCCO2)[C@@H]([C@H]([C@H]1O)N1N=NC(=C1)C1=CC(=C(C(=C1)F)F)F)O (5S,7R,8R,9S,10R)-7-(hydroxymethyl)-9-(4-(3,4,5-trifluorophenyl)-1H-1,2,3-triazol-1-yl)-1,6-dioxaspiro[4.5]decan-8,10-diol